COC(=O)C1=C(C=NC=C1)NC[C@@H]1CCOC2=C1C=CC(=C2)N(C)C2=NC=C(C=C2)CC 3-({[(4R)-7-[(5-ethylpyridin-2-yl)(methyl)amino]-3,4-dihydro-2H-1-benzopyran-4-yl]methyl}amino)pyridine-4-carboxylic acid methyl ester